BrC1=CN=C2N(C3=CC(=C(C=C3OC2=C1)Br)C)CCCO 3-{6,12-dibromo-13-methyl-9-oxa-2,4-diazatricyclo[8.4.0.0^{3,8}]tetradeca-1(14),3,5,7,10,12-hexaen-2-yl}propan-1-ol